(3S,4S,5R)-5-fluoro-1-[4-({8-[(2R,3S)-3-(methanesulfonyl-methyl)-2-methylazetidin-1-yl]-5-(propan-2-yl)isoquinolin-3-yl}amino)pyrimidin-2-yl]-4-methoxy-piperidin-3-ol F[C@H]1[C@H]([C@H](CN(C1)C1=NC=CC(=N1)NC=1N=CC2=C(C=CC(=C2C1)C(C)C)N1[C@@H]([C@H](C1)CS(=O)(=O)C)C)O)OC